C(C(=O)OCC)(=O)OCCC(CC(CCCCC)C)C 3,5-dimethyldecyl ethyl oxalate